2-((39-((2,5-dioxopyrrolidin-1-yl)oxy)-39-oxo-3,6,9,12,15,18,21,24,27,30,33,36-dodecaoxanonatriacontyl)carbamoyl)-2-undecyltridecanedioic acid O=C1N(C(CC1)=O)OC(CCOCCOCCOCCOCCOCCOCCOCCOCCOCCOCCOCCOCCNC(=O)C(C(=O)O)(CCCCCCCCCCC(=O)O)CCCCCCCCCCC)=O